N1C=CC=2C1=NC=CC2CC=2C=C(C(=O)O)C=C(N2)C(NC)=O 2-((1H-pyrrolo[2,3-b]Pyridin-4-yl)methyl)-6-(methylcarbamoyl)isonicotinic acid